N-[4-[[4-[1-[3-chloro-5-cyano-4-[3-[2-[2-(2,6-dioxo-3-piperidyl)-1-oxo-isoindolin-5-yl]ethoxy]propoxy]phenyl]-1-methyl-ethyl]phenoxy]methyl]pyrimidin-2-yl]methanesulfonamide ClC=1C=C(C=C(C1OCCCOCCC=1C=C2CN(C(C2=CC1)=O)C1C(NC(CC1)=O)=O)C#N)C(C)(C)C1=CC=C(OCC2=NC(=NC=C2)NS(=O)(=O)C)C=C1